1,9-Dioxaspiro[5.5]undecan-4-one O1CCC(CC12CCOCC2)=O